COC1=C(C=CC(=C1)N1CCOCC1)C1(N=C(C=2C(=N1)NNC2C=2C=NNC2)NC2CCOCC2)N 6-(2-methoxy-4-morpholinophenyl)-3-(1H-pyrazol-4-yl)-N4-(tetrahydro-2H-pyran-4-yl)-1H-pyrazolo[3,4-d]pyrimidine-4,6-diamine